ClC1=CC=C(C=C1)C[C@H](C(=O)N1CCN(CC1)C=1C2=C(N=CN1)[C@@H](C[C@H]2C)O)NCC2CCOCC2 (R)-3-(4-chlorophenyl)-1-(4-((5R,7R)-7-hydroxy-5-methyl-6,7-dihydro-5H-cyclopenta[d]pyrimidin-4-yl)piperazin-1-yl)-2-((tetrahydro-2H-pyran-4-yl)methylamino)propan-1-one